[Si](C)(C)(C(C)(C)C)OCC1CC(C1)OC=1N=NC(=CC1NCC1=C(C=C(C=C1)OC)OC)C1=C(C=CC(=C1)Cl)F 3-(3-{[(tert-butyldimethylsilyl)oxy]methyl}cyclobutoxy)-6-(5-chloro-2-fluorophenyl)-N-[(2,4-dimethoxyphenyl)methyl]pyridazin-4-amine